C1(=C(C=CC=C1)C1=CC=C(C(=N1)N1C(C[C@@H](C1)C)(C)C)C(=O)NS(=O)(=O)C=1C(NC=CC1)=O)C 6-(o-Tolyl)-N-[(2-oxo-1H-pyridin-3-yl)sulfonyl]-2-[(4S)-2,2,4-trimethylpyrrolidin-1-yl]pyridin-3-carboxamid